2,6-difluoro-3,5-bis(methoxy-d3)aniline FC1=C(N)C(=C(C=C1OC([2H])([2H])[2H])OC([2H])([2H])[2H])F